C(C)N(S(=O)(=O)N(CC)CC)CC N,N,N',N'-tetraethylsulfamide